1-[4-fluoro-2-(2,2,2-trifluoroethoxy)phenyl]-2-oxo-1,2-dihydropyridine-3-carboxamide FC1=CC(=C(C=C1)N1C(C(=CC=C1)C(=O)N)=O)OCC(F)(F)F